9-(2-bromophenyl)-3-methyl-16-thia-2,4,5,8-tetraazatetracyclo-[8.6.0.02,6.011,15]hexadeca-1(10),3,5,8,11(15)-pentaene-13-carboxylic acid BrC1=C(C=CC=C1)C1=NCC2=NN=C(N2C=2SC=3CC(CC3C12)C(=O)O)C